4-[(4-cyclohexylphenyl)amino]-6-(prop-2-yl)-2-[2-(prop-2-yl)morpholin-4-yl]-5,6-dihydro-7H-pyrrolo[3,4-d]pyrimidin-7-one C1(CCCCC1)C1=CC=C(C=C1)NC=1C2=C(N=C(N1)N1CC(OCC1)C(C)C)C(N(C2)C(C)C)=O